dicyanothiophene C1=CSC(=C1C#N)C#N